N[C@H]1COCCC1 (3R,4S)-3-aminotetrahydro-2H-pyran